NC1=C2C(=NC=N1)N(N=C2C2=CC=C(C=C2)NC(=O)C2=NN(C=C(C2=O)C2=CC=C(C=C2)F)C(C)C)C2COC2 N-(4-(4-amino-1-(oxetan-3-yl)-1H-pyrazolo[3,4-d]pyrimidin-3-yl)phenyl)-5-(4-fluorophenyl)-1-isopropyl-4-oxo-1,4-dihydropyridazine-3-carboxamide